C(CCCCCCCCC)C=1C(=C(C(=C(C1C(=O)O)C(=O)O)CCCCCCCCCC)C(=O)O)CCCCCCCCCC tri-n-decyl-trimellitic acid